[Ca].C(C(O)C)(=O)OC(CCCCCCCCCCCCCCCCC)=O Stearoyl Lactate Calcium